C(C)(C)(C)N(C(=O)O[C@@H]1[C@H](NCCC1)CCCN1C=NC2=C1C=C(C(=C2)F)Cl)[C@H]2CN(CC2)C2=CC=C1C(=NN(C1=C2)C)N (2R,3S)-2-(3-(6-chloro-5-fluoro-1H-benzo[d]imidazol-1-yl)propyl)piperidin-3-ol tert-butyl-(R)-(1-(3-amino-1-methyl-1H-indazol-6-yl)pyrrolidin-3-yl)carbamate